BrC=1C(=CC=C2C(=CN(C12)COCC[Si](C)(C)C)C1=NC(=NC=C1C(F)(F)F)N[C@@H]1CN(CCC1)C(=O)[O-])F (S)-3-((4-(7-Bromo-6-fluoro-1-((2-(trimethylsilyl)ethoxy)methyl)-1H-indol-3-yl)-5-(trifluoromethyl)pyrimidin-2-yl)amino)piperidine-1-carboxylate